N[C@H](C(=O)OCCOC(=O)[C@@]1(NC[C@@H]2NCC[C@@H]21)CCCCB(O)O)C(C)C 4-((3aS,4R,6aR)-4-((2-((S)-2-amino-3-methylbutanoyloxy)ethoxy)carbonyl)octahydropyrrolo[3,4-b]pyrrol-4-yl)butylboronic acid